ClC=1C(=NN(C1NC(=O)N[C@@H]1CN(C[C@H]1C1=CC(=C(C=C1)F)F)CCOC)C1=CC=CC=C1)[C@@H]1C[C@@H](C1)O 1-(4-chloro-3-(cis-3-hydroxycyclobutyl)-1-phenyl-1H-pyrazol-5-yl)3-((3S,4R)-4-(3,4-difluorophenyl)-1-(2-methoxyethyl)pyrrolidin-3-yl)urea